C(C)OC(=[Se])C1=CC(=C2C(=N1)C=CC=C2)C(F)(F)F 4-(trifluoromethyl)selenobenzo[2,3-b]pyridine-2-carboxylic acid ethyl ester